FC=1C=C(C(=NC1)C=1SC=CN1)C(=O)N1C[C@@H](CC[C@H]1C)OC1=NC=CC(=C1C)C#N 2-{[(3R,6R)-1-{[5-fluoro-2-(1,3-thiazol-2-yl)pyridin-3-yl]carbonyl}-6-methylpiperidin-3-yl]oxy}-3-methylpyridine-4-carbonitrile